3,5-Dibromo-4-chloro-1-tert-butylbenzene BrC=1C=C(C=C(C1Cl)Br)C(C)(C)C